3-((2s,4s)-2-cyano-4-fluoropyrrolidin-1-yl)-3-oxo-N-phenylpropanamide C(#N)[C@H]1N(C[C@H](C1)F)C(CC(=O)NC1=CC=CC=C1)=O